FC1=CC=C(C=C1)C=1C(C(OC=2C1N=C1C=CC=C(C12)C)=O)C(F)(F)F 4-(4-fluorophenyl)-9-methyl-3-trifluoromethyl-indolopyranone